NC=1N=CC=2C=C(C=C(C2C1)C(=O)NC1CNCC1)C1=C(C=CC=C1C)F 3-amino-7-(2-fluoro-6-methyl-phenyl)-N-pyrrolidin-3-yl-isoquinoline-5-carboxamide